1,3-bis[1-(t-butylperoxy)-1-methylethyl]benzene C(C)(C)(C)OOC(C)(C)C1=CC(=CC=C1)C(C)(OOC(C)(C)C)C